COC1=CC(=CC(=C1)O)CCCCCCC/C=C\\C/C=C\\CC=C The molecule is a phenol compound having a methoxy substituent at the 3-position and a 8-cis,11-cis-pentadeca-8,11,14-trien-1-yl substituent at the 5-position. It is a monomethoxybenzene and a member of phenols. It derives from a resorcinol.